COC(C1=C(C=C(C(=C1)F)C1=CC=CC=2CN(COC21)C(C2=C(C=C(C=C2Cl)N2CC1(CN(C1)C1CC1)C2)Cl)=O)N2C1COCC2CC1)=O 4-[3-[2,6-dichloro-4-(2-cyclopropyl-2,6-diazaspiro[3.3]heptan-6-yl)benzoyl]-2,4-dihydro-1,3-benzoxazin-8-yl]-5-fluoro-2-(3-oxa-8-azabicyclo[3.2.1]oct-8-yl)benzoic acid methyl ester